O1C(OCC1)C1=C(C(=CC=C1OCC1=CC=C(C=C1)OC)F)C#CC1=NC=CC(=C1)C(=O)OC methyl 2-{2-[2-(1,3-dioxolan-2-yl)-6-fluoro-3-[(4-methoxyphenyl)methoxy]phenyl]ethynyl}pyridine-4-carboxylate